O[C@@H]1C[C@@H]2COC3=C(C(N2C1)=O)C(=CC(=C3)C)O[C@@H](C(F)(F)F)C (2R,11aR)-2-Hydroxy-8-methyl-6-(((R)-1,1,1-trifluoropropan-2-yl)oxy)-2,3,11,11a-tetrahydro-1H,5H-benzo[f]pyrrolo[2,1-c][1,4]oxazepin-5-one